5-(4-isobutylpiperazin-1-yl)pyridin-2-amine C(C(C)C)N1CCN(CC1)C=1C=CC(=NC1)N